FC1=C(O[C@@H]2C=3N(CCC2)N=C(N3)NC3[C@H]2CN(C[C@@H]3CC2)C2=CN=NC(=C2)OC)C=CC=C1F (S)-8-(2,3-difluorophenoxy)-N-((1r,5S,8S)-3-(6-methoxypyridazin-4-yl)-3-azabicyclo[3.2.1]oct-8-yl)-5,6,7,8-tetrahydro-[1,2,4]triazolo[1,5-a]pyridin-2-amine